7-fluoro-5-((2'-(isoindolin-2-yl)-[2,4'-bipyrimidin]-4-yl)ethynyl)-1H-indazole FC=1C=C(C=C2C=NNC12)C#CC1=NC(=NC=C1)C1=NC(=NC=C1)N1CC2=CC=CC=C2C1